4-(1-(3,5-bis(trifluoromethyl)phenyl)-1H-1,2,4-triazol-3-yl)-2-fluoroaniline FC(C=1C=C(C=C(C1)C(F)(F)F)N1N=C(N=C1)C1=CC(=C(N)C=C1)F)(F)F